C(C1=CC=CC=C1)OCC(=N)N 2-Benzyloxyacetamidine